FC1=C(C(=O)C2=NNC3=NC=C(C=C32)C=3C=NC(=NC3)C(=O)OC)C=CC(=C1NS(=O)(=O)CCC)F Methyl 5-[3-[2,4-difluoro-3-(propylsulfonylamino)benzoyl]-1H-pyrazolo[3,4-b]pyridin-5-yl]pyrimidine-2-carboxylate